ClC1=C(C=CC(=C1)Cl)C1=C(N=C(S1)N)C(C)C 5-(2,4-dichlorophenyl)-4-isopropylthiazol-2-amine